CN(CCN(C1=NC=C(N=C1)C1=NC=CC=C1)C)C N1,N1,N2-trimethyl-N2-(5-(pyridin-2-yl)pyrazin-2-yl)ethane-1,2-diamine